CN(S(=O)(=O)C1=CC=CC=C1)CC(C1=CC=C(C=C1)C1=NOC(=N1)C(F)(F)F)=O N-methyl-N-(2-oxo-2-(4-(5-(trifluoromethyl)-1,2,4-oxadiazol-3-yl)phenyl)ethyl)benzenesulfonamide